((1s,4s)-4-((2-((2-(1-(Cyclopropylsulfonyl)-1H-pyrazol-4-yl)pyrimidin-4-yl)amino)-5-((1-methylcyclopropyl)ethynyl)pyridin-4-yl)amino)cyclohexyl)methanol C1(CC1)S(=O)(=O)N1N=CC(=C1)C1=NC=CC(=N1)NC1=NC=C(C(=C1)NC1CCC(CC1)CO)C#CC1(CC1)C